8-(Benzyloxy)-6-[4-fluoro-2-(piperidin-4-yl)-1,3-benzothiazol-6-yl]-2-methylimidazo[1,2-b]pyridazin-Hydrochlorid Cl.C(C1=CC=CC=C1)OC=1C=2N(N=C(C1)C1=CC3=C(N=C(S3)C3CCNCC3)C(=C1)F)C=C(N2)C